methylcyclohexanediamine carbonate C(O)(O)=O.CC1C(CCCC1)(N)N